COC(NC=1C=NC(=NC1)C1=NN(C(=C1)C1=NOC=C1)CC1=C(C=CC=C1)F)=O (2-(1-(2-fluorobenzyl)-5-(isoxazol-3-yl)-1H-pyrazol-3-yl)pyrimidin-5-yl)carbamic acid methyl ester